6-(6-methyl-1H-indole-3-yl)pyrimidine CC1=CC=C2C(=CNC2=C1)C1=CC=NC=N1